C(C)(=O)N1[C@@H](CCC1)C(=O)N[C@H](C1=NC=C(C=C1)C(C)C)C1=C(C=CC=C1)C |o1:11| (2S)-1-acetyl-N-[(S) or (R)-(2-methylphenyl)[5-(propan-2-yl)pyridin-2-yl]methyl]pyrrolidine-2-carboxamide